1-palmitoyl-2-oleoyl-3-linoleoyl-rac-glycerol C(CCCCCCCCCCCCCCC)(=O)OC[C@@H](OC(CCCCCCC\C=C/CCCCCCCC)=O)COC(CCCCCCC\C=C/C\C=C/CCCCC)=O |r|